C12(CC(C1)C2)C2C[C@H](NC2)C(=O)N[C@H](C(=O)OC)C[C@H]2C(NCC2)=O methyl (2S)-2-[[(2S)-4-(1-bicyclo[1.1.1]pentanyl)pyrrolidine-2-carbonyl]amino]-3-[(3S)-2-oxopyrrolidin-3-yl]propanoate